C(C)(C)(C)OC(=O)N1C(C2=CC=CC(=C2C1)N1N=CC(=C1C(F)(F)F)C(=O)O)=O 1-(2-(tert-butoxycarbonyl)-1-oxoisoindolin-4-yl)-5-(trifluoromethyl)-1H-pyrazole-4-carboxylic acid